FC=1C=NC=CC1NC1=NC(=NC(=N1)C1=NC(=CC=C1)C(F)(F)F)NC(C(C)C)O 1-((4-((3-fluoropyridin-4-yl)amino)-6-(6-(trifluoromethyl)pyridin-2-yl)-1,3,5-triazin-2-yl)amino)-2-methylpropanol